7-Fluoro-4-((5-(5-fluoro-3-hydroxy-3-methyl-2-oxoindolin-1-yl)pyridin-3-yl)methyl)phthalazin-1(2H)-one FC1=CC=C2C(=NNC(C2=C1)=O)CC=1C=NC=C(C1)N1C(C(C2=CC(=CC=C12)F)(C)O)=O